CC1=C(C(NC(=C1)C)=O)CN1C(C=2C(=C3C(=C(C2CC1)C1=COC=C1)OC(O3)(C)[C@@H]3CC[C@H](CC3)N(C)C)C)=O 6-((4,6-dimethyl-2-oxo-1,2-dihydropyridin-3-yl)methyl)-2-(trans-4-(dimethylamino)cyclohexyl)-9-(furan-3-yl)-2,4-dimethyl-7,8-dihydro-[1,3]dioxolo[4,5-g]isoquinolin-5(6H)-one